C(C)N1C(CC2=C(CC1)C=CC=C2)=O 3-Ethyl-1,3,4,5-tetrahydro-2H-benzo[d]azepin-2-one